NC1=C(C=C(C=C1)C1=CC(=C(C=C1)N)C(=O)O)C(=O)O 4,4'-diamino-[1,1'-biphenyl]-3,3'-dicarboxylic acid